C(CC(O)(C(=O)O)CC(=O)O)(=O)O.C(C1=CN=CC=C1)#N nicotinonitrile citrate salt